C12(CC3CC(CC(C1)C3)C2)CC(=O)NCCOCCOC2=C(C=C3C(=NC(=NC3=C2)C)N[C@@H](C)C=2SC=C(C2)C2=C(C=CC=C2)CNC)OC 2-((3r,5r,7r)-adamantan-1-yl)-N-(2-(2-((6-methoxy-2-methyl-4-(((S)-1-(4-(2-((methylamino)methyl)phenyl)thiophen-2-yl)ethyl)amino)quinazolin-7-yl)oxy)ethoxy)-ethyl)acetamide